NC1=C(C=C(C=N1)OC1=CC=C(C=C1)NC(=O)NC1=CC(=CC=C1)C(F)(F)F)Br 1-(4-((6-amino-5-bromopyridin-3-yl)oxy)phenyl)-3-(3-(trifluoromethyl)phenyl)urea